C(N)(OC1=CC(=NC2=CC=C(N=C12)C1=CC(=CC=C1)Br)C(C)(C)C)=O (tert-butyl 6-(3-bromophenyl)-1,5-naphthyridin-4-yl) carbamate